CCCCCCCCCC(C)=O 10-Undecanal